2-[7-amino-6-(2-trimethylsilylethynyl)imidazo[1,2-a]pyrimidin-2-yl]phenol NC1=NC=2N(C=C1C#C[Si](C)(C)C)C=C(N2)C2=C(C=CC=C2)O